CC=1C(=NOC1C)NS(=O)(=O)C1=C(C=CC=C1)C1=C(C=C(C=C1)CN1C(=NC(=C1C(=O)OCC)C(C)(C)O)CCC)COCC ethyl 1-((2'-(N-(4,5-dimethylisoxazol-3-yl)sulfamoyl)-2-(ethoxymethyl)-[1,1'-biphenyl]-4-yl)methyl)-4-(2-hydroxypropan-2-yl)-2-propyl-1H-imidazole-5-carboxylate